OC1=CC=C2C(C(COC2=C1)C1=CC=CC=C1)C1=CC=C(C=C1)N1CCC(CC1)N1CCN(CC1)CC1=C(C=CC=C1)N1C(NC(CC1)=O)=O 1-(2-((4-(1-(4-(7-hydroxy-3-phenylchroman-4-yl)phenyl)piperidin-4-yl)piperazin-1-yl)methyl)phenyl)dihydropyrimidine-2,4(1H,3H)-dione